(E)-ethyl 6-((4-bromo-2-methoxyphenyl)diazenyl)-8-methoxy-2H-chromene-3-carboxylate BrC1=CC(=C(C=C1)/N=N/C=1C=C2C=C(COC2=C(C1)OC)C(=O)OCC)OC